ClC1=CC=C(C(=O)O[C@@H]2[C@H](O[C@H]([C@]2(C)F)N2C3=NC(=NC(=C3N=C2)NC)N)COC(C2=CC=C(C=C2)Cl)=O)C=C1 (2R,3R,4R,5R)-5-(2-amino-6-(methylamino)-9H-purin-9-yl)-2-(((4-chlorobenzoyl)oxy)methyl)-4-fluoro-4-methyltetrahydrofuran-3-yl 4-chlorobenzoate